tert-butyl 4-(1-[2,8-dimethylimidazo[1,2-b]pyridazin-6-yl]thieno[3,2-c]pyrazol-5-yl)piperidine-1-carboxylate CC=1N=C2N(N=C(C=C2C)N2N=CC3=C2C=C(S3)C3CCN(CC3)C(=O)OC(C)(C)C)C1